[O].ClC1=C(C(=NC(=N1)S(=O)(=O)CC)N1CCOCC1)OC 4-[6-chloro-2-(ethanesulfonyl)-5-methoxypyrimidin-4-yl]morpholine oxygen